6'-bromo-2',3'-dihydrospiro[cyclopropane-1,1'-indene] BrC1=CC=C2CCC3(C2=C1)CC3